COC1=CC=C(C[C@H](N)C(=O)O)C=C1 (S)-p-methoxyphenylalanine